FC1=C(C(=CC=C1)F)C1=CC(=CC2=C1C(N1[C@@H](CO2)C[C@@H](C1)OC1=NC=C2CCC(NC2=C1)=O)=O)C (2S,11aR)-6-(2,6-difluorophenyl)-8-methyl-2-((2-oxo-1,2,3,4-tetrahydro-1,6-naphthyridin-7-yl)oxy)-2,3,11,11a-tetrahydro-1H,5H-benzo[f]pyrrolo[2,1-c][1,4]oxazepin-5-one